4-((1,2,3,4-tetrahydronaphthalen-1-yl)amino)-2-((3-hydroxy-2,3,4,5-tetrahydro-benzo[b][1,4]oxazepin-7-yl)amino)pyrimidine-5-carboxamide C1(CCCC2=CC=CC=C12)NC1=NC(=NC=C1C(=O)N)NC1=CC2=C(OCC(CN2)O)C=C1